2-(vinylsulfonyl)-2-azaspiro[3.5]nonane-7-carboxamide C(=C)S(=O)(=O)N1CC2(C1)CCC(CC2)C(=O)N